ClC=1C(=NC(=NC1)NC1=CC=C(C=C1)S(=O)(=N)C)C1=CNC2=CC=CC=C12 5-Chloro-4-(1H-indol-3-yl)-N-[4-(methylsulfonimidoyl)-phenyl]pyrimidin-2-amine